CC=1N(C(=CC1)C)[C@@H]1C=C[C@@H](C1)C(=O)OC Methyl (1R,4S)-4-(2,5-dimethyl-1H-pyrrol-1-yl)cyclopent-2-ene-1-carboxylate